ClC=1C=C2C(N(C(NC2=CC1CO)=O)C)(C(F)(F)F)C#CC1CC1 6-chloro-4-(cyclopropylethynyl)-7-(hydroxymethyl)-3-methyl-4-(trifluoromethyl)-3,4-dihydroquinazolin-2-one